NC1=NC=CC=C1C1=NC=2C(=NC(=CC2)N2N=CC=C2)N1C=1C=CC=2C(C3C(C2C1)C3)=O 3-[2-(2-aminopyridin-3-yl)-5-(pyrazol-1-yl)imidazo[4,5-b]pyridin-3-yl]-1H,1aH,6aH-cyclopropa[a]inden-6-one